(5-(3'-methyl-2'-oxo-2',3'-dihydrospiro[cyclobutane-1,1'-pyrrolo[2,3-c]quinolin]-8'-yl)-2-(4-methylpiperazin-1-yl)pyridin-3-yl)methanesulfonamide CN1C(C2(C3=C1C=NC=1C=CC(=CC31)C=3C=C(C(=NC3)N3CCN(CC3)C)CS(=O)(=O)N)CCC2)=O